N-(3,4-difluorophenyl)-3-ethyl-2,6,6-trimethyl-4-oxo-2,4,5,6,7,8-hexahydropyrrolo[3,4-c]azepine-1-carboxamide FC=1C=C(C=CC1F)NC(=O)C=1N(C(=C2C(NC(CCC21)(C)C)=O)CC)C